2-(3,5-bis-trifluoromethyl-phenyl)-N-[4-(2-chloro-phenyl)-1-ethyl-1H-pyrazolo[3,4-b]-pyridin-5-yl]-N-methyl-isobutyramide FC(C=1C=C(C=C(C1)C(F)(F)F)C(C(=O)N(C)C=1C(=C2C(=NC1)N(N=C2)CC)C2=C(C=CC=C2)Cl)(C)C)(F)F